1-methyl-6-(4,4,5,5-tetramethyl-1,3,2-dioxaborolan-2-yl)-4H-3,1-benzoxazin-2-one CN1C(OCC2=C1C=CC(=C2)B2OC(C(O2)(C)C)(C)C)=O